N-[(6-Amino-2-pyridyl)sulfonyl]-2-(4,4-difluoro-1-piperidyl)-6-(6-isopropoxy-3-pyridyl)pyridin-3-carboxamid NC1=CC=CC(=N1)S(=O)(=O)NC(=O)C=1C(=NC(=CC1)C=1C=NC(=CC1)OC(C)C)N1CCC(CC1)(F)F